lithium-aluminum titanium phosphate P(=O)([O-])([O-])[O-].[Ti+4].[Al+3].[Li+]